N-tert-Butyl-3-{5-methyl-2-[4-(2-pyrrolidin-1-yl-ethoxy)-phenylamino]-pyrimidin-4-ylamino}-benzenesulfonamide C(C)(C)(C)NS(=O)(=O)C1=CC(=CC=C1)NC1=NC(=NC=C1C)NC1=CC=C(C=C1)OCCN1CCCC1